(2E)-3-(4-fluoro-2-methyl-3-nitrophenyl)prop-2-enoic acid ethyl ester C(C)OC(\C=C\C1=C(C(=C(C=C1)F)[N+](=O)[O-])C)=O